CCCCCCCCCCCCCCCCCCCC(=O)O 20-eicosanoic acid